2-amino-4-(trifluoromethoxy)benzo[d]thiazole-6-carboxylic acid methyl ester COC(=O)C1=CC2=C(N=C(S2)N)C(=C1)OC(F)(F)F